CC1=C(N=NC(=C1)NC=1C=NC(=CC1)C(F)(F)F)C1=CC=C(C=C1)C1CCC(CC1)CC(=O)O (4-{4-[4-Methyl-6-(6-trifluoromethyl-pyridin-3-ylamino)-pyridazin-3-yl]-phenyl}-cyclohexyl)-acetic acid